9,9',9'',9'''-(4-(6-phenylpyridin-2-yl)-6-(pyridin-4-yl)benzene-1,2,3,5-tetrayl)tetrakis(9H-carbazole-3,6-dicarbonitrile) C1(=CC=CC=C1)C1=CC=CC(=N1)C1=C(C(=C(C(=C1N1C2=CC=C(C=C2C=2C=C(C=CC12)C#N)C#N)C1=CC=NC=C1)N1C2=CC=C(C=C2C=2C=C(C=CC12)C#N)C#N)N1C2=CC=C(C=C2C=2C=C(C=CC12)C#N)C#N)N1C2=CC=C(C=C2C=2C=C(C=CC12)C#N)C#N